C[Si](N1N=CN=C1)(C)C 1-(trimethylsilyl)-1H-1,2,4-triazole